CC1(CCC(CC1)N)NC 1,N1-dimethylcyclohexane-1,4-diamine